OCCCOC=1C(=C(C2=CC=CC=C2C1)C1=CC=CC2=CC=CC=C12)OCCCO bis(3-hydroxypropoxy)-1,1'-binaphthyl